(5-amino-3-pyridyl)[4-benzhydryl-3-(hydroxymethyl)-1-piperazinyl]methanone NC=1C=C(C=NC1)C(=O)N1CC(N(CC1)C(C1=CC=CC=C1)C1=CC=CC=C1)CO